1-(2-chloro-4-cyanophenyl)-N-{2-fluoro-3-[6-oxo-4-(trifluoromethyl)-1,6-dihydropyrimidin-2-yl]-4-(trifluoromethyl)benzyl}piperidine-4-carboxamide ClC1=C(C=CC(=C1)C#N)N1CCC(CC1)C(=O)NCC1=C(C(=C(C=C1)C(F)(F)F)C=1NC(C=C(N1)C(F)(F)F)=O)F